CC1=C2C(=NC=C1)NC(N2)=O 7-methyl-1H-imidazo[4,5-b]pyridin-2(3H)-one